C1(CC1)COC1=CC=C(C=N1)C=1C(=CC(=C(C1)NC(=O)C1=CN(C(C=C1C(F)F)=O)C)N1C[C@H](N(CC1)C)C)F |r| N-[5-[6-(cyclopropylmethoxy)pyridin-3-yl]-4-fluoro-2-[rac-(3R)-3,4-dimethylpiperazin-1-yl]phenyl]-4-(difluoromethyl)-1-methyl-6-oxopyridine-3-carboxamide